2-cyclopropyl-4-[4-(2-methoxy-phenyl)-piperidin-1-yl]-6-(3-methoxy-pyrrolidin-1-yl)-quinazoline C1(CC1)C1=NC2=CC=C(C=C2C(=N1)N1CCC(CC1)C1=C(C=CC=C1)OC)N1CC(CC1)OC